N-((2-((S)-amino(4,4-difluorocyclohexyl)methyl)benzo[d]oxazol-5-yl)(cyclopropyl)methyl)-4,4,4-trifluorobutanamide N[C@H](C=1OC2=C(N1)C=C(C=C2)C(NC(CCC(F)(F)F)=O)C2CC2)C2CCC(CC2)(F)F